di-n-butylphosphonic acid C(CCC)OP(OCCCC)=O